C(C)(C)(C)OC(NCC1=NC=C2C=CC(=NC2=C1)C=1C(=NC(=CC1)C(F)F)OCC)=O tert-butyl((2-(6-(difluoromethyl)-2-ethoxypyridin-3-yl)-1,6-naphthyridin-7-yl)methyl)carbamate